(3-(aminomethyl)phenyl)-N-(5-(3-cyclopropyl-1-(3-methylbutanamido)-1-(pyridin-3-yl)propyl)-2-fluorophenyl)-3-(trifluoromethyl)-1H-pyrazole-5-carboxamide NCC=1C=C(C=CC1)N1N=C(C=C1C(=O)NC1=C(C=CC(=C1)C(CCC1CC1)(C=1C=NC=CC1)NC(CC(C)C)=O)F)C(F)(F)F